C(C)N1C(=NC2=C(C1=O)C=NC=C2)C(CCC)N2CCN(CCC2)C Ethyl-2-(1-(4-methyl-1,4-diazepan-1-yl)butyl)pyrido[4,3-d]pyrimidin-4(3H)-one